4-pentylnonyl 8-[2-[[4-[2-[bis[8-oxo-8-(4-pentylnonoxy)octyl] amino] ethylamino]-4-oxo-butanoyl]amino]ethyl-[8-oxo-8-(4-pentylnonoxy)octyl]amino]octanoate O=C(CCCCCCCN(CCNC(CCC(=O)NCCN(CCCCCCCC(=O)OCCCC(CCCCC)CCCCC)CCCCCCCC(OCCCC(CCCCC)CCCCC)=O)=O)CCCCCCCC(=O)OCCCC(CCCCC)CCCCC)OCCCC(CCCCC)CCCCC